N-(4-(2-(((1r,4r)-4-aminocyclohexyl)amino)-8-ethylquinazolin-6-yl)-2-fluoro-phenyl)-2-chloro-benzenesulfonamide NC1CCC(CC1)NC1=NC2=C(C=C(C=C2C=N1)C1=CC(=C(C=C1)NS(=O)(=O)C1=C(C=CC=C1)Cl)F)CC